O1C(=CC=C1)CS 2-furanmethane-thiol